C(C)OC(CNC(=O)C1CC(CCC1C(C)C)C)=O Nα-(menthanecarbonyl)glycine ethyl ester